N-(3-(1-(difluoromethyl)-1H-pyrazol-4-yl)-5-(trifluoromethyl)phenyl)-3-(imidazo[1,2-b]pyridazin-3-ylethynyl)-4-methylbenzamide FC(N1N=CC(=C1)C=1C=C(C=C(C1)C(F)(F)F)NC(C1=CC(=C(C=C1)C)C#CC1=CN=C2N1N=CC=C2)=O)F